4-[3-(azetidin-1-ylmethyl)phenyl]-2-[(2S)-2-methylazetidin-1-yl]-6,7-dihydro-5H-cyclopenta[d]pyrimidine N1(CCC1)CC=1C=C(C=CC1)C=1C2=C(N=C(N1)N1[C@H](CC1)C)CCC2